C(C)(C)(C)OC(=O)N1CCC(CC1)C1=NN(C=C1C1=NC(=CC=C1)C)[C@@H]1C[C@H](C1)CN 4-(1-(trans-3-(aminomethyl)cyclobutyl)-4-(6-methylpyridin-2-yl)-1H-pyrazol-3-yl)piperidine-1-carboxylic acid tert-butyl ester